Aluminum methylphosphonite CP([O-])[O-].[Al+3].CP([O-])[O-].CP([O-])[O-].[Al+3]